C(N)(=O)[C@H]1N2C(N([C@H](C=C1C1CC1)C2)O[C@@H](C(=O)OCC)F)=O ethyl (2R)-2-(((2S,5R)-2-carbamoyl-3-cyclopropyl-7-oxo-1,6-diazabicyclo[3.2.1]oct-3-en-6-yl) oxy)-2-fluoroacetate